4-(1-methyl-1H-imidazol-5-yl)piperidine-1-carboxylic acid tert-butyl ester C(C)(C)(C)OC(=O)N1CCC(CC1)C1=CN=CN1C